CC(C(=O)NCCNC(C(=C)C)=O)=C N,N'-(dimethyl)-ethylenebisacrylamide